N1(C=NC2=C1C=CC=C2)C2CC(C2)C(=O)O 3-(benzimidazol-1-yl)cyclobutanecarboxylic acid